NC=1C=NN(C1)C1CCC(CC1)O 4-[4-amino-1H-pyrazol-1-yl]cyclohexan-1-ol